4-chloro-4''-sulfamoyl-[1,1':3',1''-terphenyl]-5'-carboxamide ClC1=CC=C(C=C1)C1=CC(=CC(=C1)C(=O)N)C1=CC=C(C=C1)S(N)(=O)=O